2-(2,5-Dioxo-2,5-dihydro-1H-pyrrol-1-yl)acetic acid 2,5-Dioxopyrrolidin-1-yl ester O=C1N(C(CC1)=O)OC(CN1C(C=CC1=O)=O)=O